7-(4-Acetylbenzamido)heptanoic acid methyl ester COC(CCCCCCNC(C1=CC=C(C=C1)C(C)=O)=O)=O